tert-butyl (1R,5S)-3-((R or S)-6-chloro-2-(3-(dimethylamino)azetidin-1-yl)-8-fluoro-7-(3-hydroxynaphthalen-1-yl)quinazolin-4-yl)-3,8-diazabicyclo[3.2.1]octane-8-carboxylate ClC=1C=C2C(=NC(=NC2=C(C1C1=CC(=CC2=CC=CC=C12)O)F)N1CC(C1)N(C)C)N1C[C@H]2CC[C@@H](C1)N2C(=O)OC(C)(C)C